1'-{2-[3,5-difluoro-4-(3-methanesulfonyloxetan-3-yl)phenoxy]ethyl}-1-methyl-2-oxo-1,2-dihydrospiro[indole-3,4'-piperidine]-5-carbonitrile FC=1C=C(OCCN2CCC3(CC2)C(N(C2=CC=C(C=C23)C#N)C)=O)C=C(C1C1(COC1)S(=O)(=O)C)F